4-[2-tert-butoxyethyl-[4-(5,6,7,8-tetrahydro-1,8-naphthyridin-2-yl)butyl]amino]-2-[(2,2-dimethylpyrrolidine-1-carbonyl)amino]butanoic acid C(C)(C)(C)OCCN(CCC(C(=O)O)NC(=O)N1C(CCC1)(C)C)CCCCC1=NC=2NCCCC2C=C1